[Na+].[Na+].P(=O)(OCN1N=CC(=C1)C=1SC=C(N1)C(NC=1C(=NN(C1)C1CCC(CC1)OCC)C1=NC(=CC=C1F)F)=O)([O-])[O-] (4-(4-((3-(3,6-difluoropyridin-2-yl)-1-((1r,4r)-4-ethoxycyclohexyl)-1H-pyrazol-4-yl)carbamoyl)thiazol-2-yl)-1H-pyrazol-1-yl)methyl phosphate disodium salt